C[C@H]1[C@@H](C[C@H]([C@@H](O1)OCCCCCCCCCCCCC/C=C/C(=O)[O-])O)O The molecule is a hydroxy fatty acid ascaroside anion that is the conjugate base of oscr#27, obtained by deprotonation of the carboxy group; major species at pH 7.3. It is a conjugate base of an oscr#27.